(6-methyl-1H-pyrrolo[2,3-b]pyridin-1-yl)(phenyl)methanone CC1=CC=C2C(=N1)N(C=C2)C(=O)C2=CC=CC=C2